bromo-5-ethoxy-4-methylpyridine BrC1=NC=C(C(=C1)C)OCC